CC=1C(=C(C=CC1N)C1=CC=C(C=C1)N)C dimethyl-4,4'-diamino-biphenyl